3-(dibutylaminomethyldimethoxysilyl)styrene C(CCC)N(CCCC)C[Si](C=1C=C(C=C)C=CC1)(OC)OC